3-fluoro-2-(4-fluorophenoxy)benzyl chloride FC=1C(=C(CCl)C=CC1)OC1=CC=C(C=C1)F